C(C)(C)C1N2C(C3=CC(=C(C=C3C1)OCCCOC)C=1SC(=CN1)C(C)C)=CC(C(=C2)C(=O)O)=O 6-isopropyl-10-(5-isopropylthiazol-2-yl)-9-(3-methoxypropoxy)-2-oxo-6,7-dihydro-2H-pyrido[2,1-a]isoquinoline-3-carboxylic acid